CN(C)CC=1C=C(C=C(C1)N1[C@@H](CCC1)C)C=1N=C(C(=NC1)N)OC=1C=NN(C1)C1CCN(CC1)C (R)-5-(3-((dimethylamino)methyl)-5-(2-methylpyrrolidin-1-yl)phenyl)-3-((1-(1-methylpiperidin-4-yl)-1H-pyrazol-4-yl)oxy)pyrazin-2-amine